(R)-(3-Aminopiperidin-1-yl)(2-(5,6-difluoro-1-(3-methoxybenzyl)-1H-indol-2-yl)-3-methylimidazo[1,2-a]pyridin-7-yl)methanone tert-Butyl-(4-bromobutyl)carbamate C(C)(C)(C)N(C(O)=O)CCCCBr.N[C@H]1CN(CCC1)C(=O)C1=CC=2N(C=C1)C(=C(N2)C=2N(C1=CC(=C(C=C1C2)F)F)CC2=CC(=CC=C2)OC)C